NC1=NC2=CC(=CC=C2C=C1)CN(C(CCC1=CC=NC=C1)=O)C=1C(=NN(C1)C)C(=O)N 4-{N-[(2-aminoquinolin-7-yl)methyl]-3-(pyridin-4-yl)propanamido}-1-methyl-1H-pyrazole-3-carboxamide